C(C1=CC=CC=C1)OC([C@H](CC(C)C)NC(C)C)=O (S)-2-(isopropylamino)-4-methylpentanoic acid benzyl ester